C(C)(=O)N1CCN(CC1)C1=CC=C(C=C1)NC1=NC2=C(C=CC=C2C=N1)C1=CC=CC(=N1)NC(C=C)=O N-(6-(2-((4-(4-acetylpiperazin-1-yl)phenyl)amino)quinazolin-8-yl)pyridin-2-yl)acrylamide